CS(=O)(=O)NC(\C=C\C1=C(C=CC=C1)C(F)(F)F)=O (E)-N-methanesulfonyl-3-(2-trifluoromethylphenyl)acrylamide